2-bromo-N-cyano-2-methyl-N-(4-fluorophenethyl)propionamide BrC(C(=O)N(CCC1=CC=C(C=C1)F)C#N)(C)C